(4-(4-(octadecylcarbamoyl)benzoyl)piperazin-1-yl)-4-oxobutanoic acid C(CCCCCCCCCCCCCCCCC)NC(=O)C1=CC=C(C(=O)N2CCN(CC2)C(C(=O)O)CC=O)C=C1